C(CC\C=C\C=C/CCCCCCCCC)CC(=O)[O-] (E,Z)-4,6-Hexadecadienylacetate